N[C@](COC=1C=CC(=NC1C)C1=CC(=NC=C1)NC(OC)=O)(CC(C)C)C (S)-methyl (5-((2-amino-2,4-dimethylpentyl)oxy)-6-methyl-[2,4'-bipyridin]-2'-yl)carbamate